6-bromo-3,3-dimethyl-indolin-2-one BrC1=CC=C2C(C(NC2=C1)=O)(C)C